CC1=CC=CC=2N(C(=NC21)C2=CC=NC=C2)CCCC2=CC=CC=C2 methyl-1-(3-phenylpropyl)-2-(pyridin-4-yl)-1H-benzo[d]Imidazole